5-(2-Isopropyl-5-methanesulfonyl-4-methoxy-phenoxy)-N2-(tetrahydro-pyran-4-yl)-pyrimidine-2,4-diamine C(C)(C)C1=C(OC=2C(=NC(=NC2)NC2CCOCC2)N)C=C(C(=C1)OC)S(=O)(=O)C